NC1=NN2C(C=C(C=C2)C=2C=C(C(=NC2)OC)C(=O)NCC2=C(C=C(C=C2)F)OCC2CC2)=N1 5-{2-amino-[1,2,4]triazolo[1,5-a]pyridin-7-yl}-N-{[2-(cyclopropylmethoxy)-4-fluorophenyl]methyl}-2-methoxypyridine-3-carboxamide